tris(2-acetoxyethyl)methane C(C)(=O)OCCC(CCOC(C)=O)CCOC(C)=O